Bis(4-fluorophenyl)methanone FC1=CC=C(C=C1)C(=O)C1=CC=C(C=C1)F